FC(OC=1C=C(C=CC1)C1=NN(C=2C1=NC=C(C2)C(=O)OCC)C2=CC=C(C=C2)F)F ethyl 3-(3-(difluoromethoxy)phenyl)-1-(4-fluorophenyl)-1H-pyrazolo[4,3-b]pyridine-6-carboxylate